methyl 5,6-difluoro-3-formyl-1-methyl-1H-indole-2-carboxylate FC=1C=C2C(=C(N(C2=CC1F)C)C(=O)OC)C=O